FC=1C=C2C(=NC=NC2=CC1)N1CC=2C=C(C=NC2CC1)N1N=C(C2=NC=CC=C21)C 6-fluoro-4-(3-(3-methyl-1H-pyrazolo[4,3-b]pyridin-1-yl)-7,8-dihydro-1,6-naphthyridin-6(5H)-yl)quinazoline